NC1=CC=C(C=N1)C=1C=C2C(=C(C=NC2=CC1)C#N)NC(C)C1=CC=CC=C1 6-(6-aminopyridin-3-yl)-4-((1-phenylethyl)amino)quinoline-3-carbonitrile